(2S)-N-(4-Fluorophenyl)-2-{1-[(2S)-2-methoxypropanoyl]-1,2,3,4-tetrahydrochinolin-6-yl}propanamid FC1=CC=C(C=C1)NC([C@@H](C)C=1C=C2CCCN(C2=CC1)C([C@H](C)OC)=O)=O